CN([C@@H](CC(C)C)C(=O)O)C(C(F)(F)F)C1=CC(=C(C=C1)C1=C(C=CC(=C1)N1CCOCC1)O)F Methyl-(2,2,2-trifluoro-1-(2-fluoro-2'-hydroxy-5'-morpholino-[1,1'-biphenyl]-4-yl)ethyl)-L-leucine